N1(CCCCC1)CC=1C=CC=2N(C1)C=C(N2)CN2N=NC(=C2)C=2C=NC=C(C2)N2CCCC2 6-(piperidin-1-yl-methyl)-2-((4-(5-(pyrrolidin-1-yl)pyridin-3-yl)-1H-1,2,3-triazol-1-yl)methyl)imidazo[1,2-a]pyridine